CC1=NC(=NC2=CC=CC=C12)NC(NC1CCN(CC1)C(=O)OC(C)(C)C)=N tert-butyl 4-(3-(4-methylquinazolin-2-yl)guanidino)piperidine-1-carboxylate